N-(5-(4,4-difluoropiperidin-1-yl)-3-methyl-[1,2,4]triazolo[4,3-c]pyrimidin-7-yl)-4-(2-hydroxyethylsulfonamido)-2-(6-azaspiro[2.5]octan-6-yl)benzamide FC1(CCN(CC1)C1=NC(=CC=2N1C(=NN2)C)NC(C2=C(C=C(C=C2)NS(=O)(=O)CCO)N2CCC1(CC1)CC2)=O)F